24-hydroxycholesterol disulfate S(=O)(=O)(O)OS(=O)(=O)O.OC(C(C)C)CC[C@@H](C)[C@H]1CC[C@H]2[C@@H]3CC=C4C[C@@H](O)CC[C@]4(C)[C@H]3CC[C@]12C